OCC1=C(C=C(C=C1)OC(NC1CCCCC1)=O)C1=CC=CC=C1 1-Cyclohexylcarbamic acid 4-(hydroxymethyl)-3-phenylphenyl ester